C1=CC2=C(C=C1O)C(=O)OC3=C2C=CC(=C3)O[C@H]4[C@@H]([C@H]([C@@H]([C@H](O4)C(=O)O)O)O)O The molecule is a member of the class of benzochromenones that is urolithin A in which the phenolic hydrogen at position 3 has been replaced by a beta-D-glucuronosyl group. It has a role as a human urinary metabolite. It is a beta-D-glucosiduronic acid, a benzochromenone, a monosaccharide derivative and a member of phenols.